NC1=C(C(NC2=CC(=CC=C12)C12CCC(C1)C2)=O)C(=O)OCC ethyl 4-amino-7-(bicyclo[2.1.1]hexan-1-yl)-2-oxo-1H-quinoline-3-carboxylate